C(CCCCC)C(CCOC(CCCCCCCN(CCCCCCCC(=O)OCCC(CCCCCC)CCCCCC)CCO)=O)CCCCCC 8,8'-((2-hydroxyethyl)azanediyl)dioctanoic acid bis(3-hexylnonyl) ester